(E)-3-(benzo[d]thiazol-2-yl)-4-(3-(4-fluorophenyl)-1-methyl-1H-pyrazol-4-yl)but-3-enoic acid S1C(=NC2=C1C=CC=C2)\C(\CC(=O)O)=C\C=2C(=NN(C2)C)C2=CC=C(C=C2)F